ClC1=C2C=CNC2=CC(=C1)NC1=NC2=C(N1)C=CC(=C2)C#N 2-((4-chloro-1H-indol-6-yl)amino)-1H-benzo[d]imidazole-5-carbonitrile